C1(CC1)CN1C=2N(C3=CC=C(C=C3C1=O)F)C(NN2)=S 4-(cyclopropylmethyl)-7-fluoro-1-thioxo-2,4-dihydro-[1,2,4]triazolo[4,3-a]quinazolin-5(1H)-one